FC(C1=NN=C(S1)N1C=2N(C3=C1C=C(C=C3N3CCC1(COC1)CC3)S(=O)(=O)NC3(CC3)C)C=CN2)F 9-(5-(Difluoromethyl)-1,3,4-thiadiazol-2-yl)-N-(1-methylcyclopropyl)-5-(2-oxa-7-azaspiro[3.5]nonan-7-yl)-9H-benzo[d]imidazo[1,2-a]imidazole-7-sulfonamide